(3S,4R,5S,6R)-6-(acetoxymethyl)-3-(2-cycloheptylacetamido)tetrahydro-2H-pyran-2,4,5-triyl triacetate C(C)(=O)OC1O[C@@H]([C@H]([C@@H]([C@@H]1NC(CC1CCCCCC1)=O)OC(C)=O)OC(C)=O)COC(C)=O